O=C1N(C2=CC(=CC=C2CC1)OCCN1CCCCC1)CN(NCCC)C(C1=CC=CC=C1)=O ((2-oxo-7-(2-(piperidin-1-yl)ethoxy)-3,4-dihydroquinolin-1(2H)-yl)methyl)-N'-propylbenzoyl-hydrazine